2-methyl-3,4,5-trifluoro-phenylboronic acid CC1=C(C=C(C(=C1F)F)F)B(O)O